(dibenzyl-acetone) dipalladium (0) [Pd].[Pd].C(C1=CC=CC=C1)C(C(C)=O)CC1=CC=CC=C1